C(C)(C)S(=O)(=O)N1CC2=CC=CC(=C2CC1)OC1=CC=C(C=C1)C(F)(F)F 2-(isopropylsulfonyl)-5-(4-(trifluoromethyl)phenoxy)-1,2,3,4-tetrahydro-isoquinoline